5-bromo-3-fluoro-N'-(propan-2-yl)benzene-1,2-diamine BrC1=CC(=C(C(=C1)N)NC(C)C)F